(S)-4-(4-chloro-3-(1H-1,2,4-triazol-5-yl)phenyl)-2,2-dimethyloxazolidine-3-carboxylic acid tert-butyl ester C(C)(C)(C)OC(=O)N1C(OC[C@@H]1C1=CC(=C(C=C1)Cl)C1=NC=NN1)(C)C